4-(3,5-dimethylisoxazol-4-yl)-N1-(2-methyltetrahydro-2H-pyran-4-yl)benzene-1,2-diamine CC1=NOC(=C1C=1C=C(C(=CC1)NC1CC(OCC1)C)N)C